5-bromo-4-chloro-2-(cyclohex-1-en-1-yl)aniline BrC=1C(=CC(=C(N)C1)C1=CCCCC1)Cl